C(OC1CC(C1)N1C(C(=CC=C1)C(=O)O)=O)([2H])([2H])[2H] 1-((1r,3r)-3-(methoxy-d3)cyclobutyl)-2-oxo-1,2-dihydropyridine-3-carboxylic acid